(2S,3R,4S,5R,6R)-2-(((R)-2-Hydroxy-2-methyl-1-(naphthalen-1-yl)propyl)thio)-6-(hydroxymethyl)-4-(4-(3,4,5-trifluorophenyl)-1H-1,2,3-triazol-1-yl)tetrahydro-2H-pyran-3,5-diol OC([C@@H](C1=CC=CC2=CC=CC=C12)S[C@@H]1O[C@@H]([C@@H]([C@@H]([C@H]1O)N1N=NC(=C1)C1=CC(=C(C(=C1)F)F)F)O)CO)(C)C